4-fluoro-N-((S)-6-(((1R,2S)-2-(4-fluorophenyl)cyclopropyl)amino)-1-oxo-1-(piperidin-1-yl)hexan-2-yl)(S)-4-fluoro-N-(6-hydroxy-1-oxo-1-(piperidin-1-yl)hexan-2-yl)benzamide FC1(CC=C(C(=O)N([C@H](C(N2CCCCC2)=O)CCCCO)[C@H](C(N2CCCCC2)=O)CCCCN[C@H]2[C@@H](C2)C2=CC=C(C=C2)F)C=C1)F